C[C@@H]1N(CC[C@@H]1C(=O)OC)C(=O)OC(C)(C)C (2S,3S)-1-tert-butyl 3-methyl 2-methylpyrrolidine-1,3-dicarboxylate